C(C1=CC=CC=C1)OC1=C(C=C(C=C1)C)C(=CC(=O)OC)C1=CC=CC=C1 methyl 3-(2-benzyloxy-5-methyl-phenyl)-3-phenyl-acrylate